2-[(4-chloro-5-iodo-pyrrolo[2,3-D]pyrimidin-7-yl)methoxy]ethyl-trimethyl-silane ClC=1C2=C(N=CN1)N(C=C2I)COCC[Si](C)(C)C